BrC=1C=C(C=C(C1O)O)/C=C/C(=O)C1=CC=C(C=C1)OC1=CC=C(C=C1)C (E)-3-(3-bromo-4,5-dihydroxyphenyl)-1-(4-(p-tolyloxy)phenyl)-2-propen-1-one